C(C)OC1=C(C(=O)N2CC3(C2)CC(C3)C(=O)N(C3=C(C=CC=C3)C)C)C=CC(=C1)F (E)-2-(2-ethoxy-4-fluorobenzoyl)-N-methyl-N-(o-tolyl)-2-azaspiro[3.3]heptane-6-carboxamide